Cl.ClC1=C(C=C(C(=C1)S(N[C@H](C)C1CCNCC1)(=O)=O)C)NC(C1=C(C=CC=C1)C)=O (R)-N-(2-chloro-5-methyl-4-(N-(1-(piperidin-4-yl)ethyl)sulfamoyl)phenyl)-2-methylbenzamide hydrochloride